(2-isopropylthiophen-3-yl)boronic acid C(C)(C)C=1SC=CC1B(O)O